(E)-3-(3-(2-bromo-4-chlorophenyl)-2-ethyl-7-fluoro-4-oxo-3,4-dihydroquinazolin-6-yl)-N-hydroxyacrylamide BrC1=C(C=CC(=C1)Cl)N1C(=NC2=CC(=C(C=C2C1=O)/C=C/C(=O)NO)F)CC